4-((4-(5-(2-amino-1-hydroxyethyl)-2-(N-methylmethylsulfonamido)benzamido)phenyl)sulfonyl)-1-(3,5-dichlorophenyl)piperazine 1-oxide NCC(O)C=1C=CC(=C(C(=O)NC2=CC=C(C=C2)S(=O)(=O)N2CC[N+](CC2)(C2=CC(=CC(=C2)Cl)Cl)[O-])C1)N(S(=O)(=O)C)C